(3S,4R)-4-(4-bromo-5-chloro-1-methyl-pyrazol-3-yl)-N-(2,3-difluorophenyl)-1-methyl-2-oxo-pyrrolidine-3-carboxamide BrC=1C(=NN(C1Cl)C)[C@@H]1[C@H](C(N(C1)C)=O)C(=O)NC1=C(C(=CC=C1)F)F